3-(2-cyanopropan-2-yl)benzamide C(#N)C(C)(C)C=1C=C(C(=O)N)C=CC1